C1=C(C=CC=2C3=CC=CC=C3C12)B(O)O biphenylene-2-yl-boronic acid